(-)-4-[((4S)-5,7-difluoro-3,4-dihydro-2H-chromen-4-yl)oxy]-N,N,2-trimethyl-1H-benzimidazole-6-carboxamide FC1=C2[C@H](CCOC2=CC(=C1)F)OC1=CC(=CC=2NC(=NC21)C)C(=O)N(C)C